C(#N)C1(CC12CC2)C=2C=C1C=C(N=CC1=CC2)NC(C[C@@H]2CN(CCO2)C)=O |o1:20| (R or S)-N-(6-(1-cyanospiro[2.2]pentan-1-yl)isoquinolin-3-yl)-2-(4-methylmorpholin-2-yl)acetamide